ClC1=CC=C(C=C1)C1=N[C@H](C=2N(C3=C1C(=C(S3)C)C)C(=NN2)C)CC(=O)N2CCC(CC2)C(=O)NCCCC(=O)O (S)-4-(1-(2-(4-(4-chlorophenyl)-2,3,9-trimethyl-6H-thieno[3,2-f][1,2,4]triazolo[4,3-a][1,4]diazepin-6-yl)acetyl)piperidine-4-carboxamido)butanoic acid